1-(tri-methylsilyl)imidazole C[Si](N1C=NC=C1)(C)C